NC1=NC(=C2N=CN(C2=N1)[C@H]1[C@]([C@@H]([C@H](O1)COP(=O)(OC1=CC=CC=C1)N[C@@H](C)C(=O)OC(C)C)O)(C)F)N(C)C isopropyl ((((R,S)-(2R,3R,4R,5R)-5-(2-amino-6-(dimethylamino)-9H-purin-9-yl)-4-fluoro-3-hydroxy-4-methyltetrahydrofuran-2-yl)methoxy)-phenoxy-phosphoryl)-L-alaninate